BrC=1C(=C(CO)C=CC1F)F 3-bromo-2,4-difluorobenzyl alcohol